3-(5-fluoro-2-methoxy-4-(piperazin-1-yl)phenyl)piperidine-2,6-dione FC=1C(=CC(=C(C1)C1C(NC(CC1)=O)=O)OC)N1CCNCC1